C(C1=CC=CC=C1)OC1=C(C(=O)N2CC3=CC=C(C=C3C2)CN2CCN(CC2)CCOCCOCCOCCOCCOCCOC2=C3C(N(C(C3=CC=C2)=O)C2C(NC(CC2)=O)=O)=O)C(=CC(=C1C)O)O 4-((17-(4-((2-(2-(Benzyloxy)-4,6-dihydroxy-3-methylbenzoyl)isoindolin-5-yl)methyl)piperazin-1-yl)-3,6,9,12,15-pentaoxaheptadecyl)oxy)-2-(2,6-dioxopiperidin-3-yl)isoindoline-1,3-dione